N1=CC(=CC=C1)C=1C=CC=2N(C1)N=CC2 6-(pyridin-3-yl)pyrazolo[1,5-a]pyridine